C(C)(C)(C)[Si]1([C@H]([C@H]1C)C)C(C)(C)C cis-1,1-Di-tert-butyl-2,3-dimethylsiliran